(2R,5S)-N-(4-Acetamidophenyl)-3-(3-chloro-4-cyanophenyl)-2-(trifluoromethyl)oxazolidin-5-carboxamid C(C)(=O)NC1=CC=C(C=C1)NC(=O)[C@@H]1CN([C@H](O1)C(F)(F)F)C1=CC(=C(C=C1)C#N)Cl